CC1(CC=2N(N=CC2C2=CC(=NC=C2F)NC(=O)[C@@H]2C[C@H](CCC2)NC(OC(C)(C)C)=O)C1)C |r| racemic-tert-butyl (trans-3-((4-(5,5-dimethyl-5,6-dihydro-4H-pyrrolo[1,2-b]pyrazol-3-yl)-5-fluoropyridin-2-yl)carbamoyl)cyclohexyl)carbamate